2-(2-isopropylphenylsulfanyl)pyridine-N-oxide C(C)(C)C1=C(C=CC=C1)SC1=[N+](C=CC=C1)[O-]